4-methoxyphenol sodium salt [Na].COC1=CC=C(C=C1)O